2-(5-(4-fluoro-2-(2-isopropoxypyridin-3-yl)phenoxy)pyrimidin-4-yl)-6-((tetrahydro-2H-pyran-4-yl)methyl)-2,6-diazaspiro[3.3]heptane FC1=CC(=C(OC=2C(=NC=NC2)N2CC3(C2)CN(C3)CC3CCOCC3)C=C1)C=1C(=NC=CC1)OC(C)C